C[SiH](C)C=1C(=C(CC1)C[Si](C)(C)C)C1C(=C(C(=C1C)C)C)C Dimethylsilyl-(2,3,4,5-tetramethyl-2,4-cyclopentadien-1-yl)(trimethylsilylmethylcyclopentadiene)